Leucyl-glycyl-selenomethionyl-valine N[C@@H](CC(C)C)C(=O)NCC(=O)N[C@@H](CC[Se]C)C(=O)N[C@@H](C(C)C)C(=O)O